N[C@H](C(=O)O)CCN L-α,γ-diaminobutanoic acid